OC1(CC(C1)C(=O)N1CC2(C1)CC(C2)CC2=CC=C(C=C2)C)C ((1s,3s)-3-Hydroxy-3-methylcyclobutyl)(6-(4-methylbenzyl)-2-azaspiro[3.3]heptan-2-yl)methanon